(R)-1-(4-(4-((1-(3-(difluoromethyl)-2-fluorophenyl)ethyl)amino)-7-methoxy-2-methylquinolin-6-yl)piperazin-1-yl)ethan-1-one formate salt C(=O)O.FC(C=1C(=C(C=CC1)[C@@H](C)NC1=CC(=NC2=CC(=C(C=C12)N1CCN(CC1)C(C)=O)OC)C)F)F